(R)-N-(3,3-difluoro-1-(methyl-d3)piperidin-4-yl)-5-(1-(2,2-difluoroethyl)-2-methyl-1H-benzo[d]imidazol-6-yl)-6-fluoro-4-methoxypyrrolo[2,1-f][1,2,4]triazin-2-amine FC1(CN(CC[C@H]1NC1=NN2C(C(=N1)OC)=C(C(=C2)F)C=2C=CC1=C(N(C(=N1)C)CC(F)F)C2)C([2H])([2H])[2H])F